C(C1CO1)OC(C(F)(F)F)(C(F)(F)F)C1=CC(=CC=C1)C(C(F)(F)F)(OCC1CO1)C(F)(F)F 1,3-bis[1-(2,3-epoxypropoxy)-1-trifluoromethyl-2,2,2-trifluoroethyl]benzene